(S)-3-amino-2-(2-hydroxy-4-((4-(piperidin-1-ylmethyl)phenyl)butan-1,3-diyne-1-yl)benzoylamino)-3-methyl-butyric acid methyl ester COC([C@H](C(C)(C)N)NC(C1=C(C=C(C=C1)C#CC#CC1=CC=C(C=C1)CN1CCCCC1)O)=O)=O